Nickel nickel hydroxy phosphite P(OO)([O-])[O-].[Ni+2].[Ni+2].OOP([O-])[O-]